tert-Butyl (S)-2-((2-methoxy-5-methylphenyl)carbamoyl)pyrrolidine-1-carboxylate COC1=C(C=C(C=C1)C)NC(=O)[C@H]1N(CCC1)C(=O)OC(C)(C)C